5-chloro-3-nitro-2',3',4',5'-tetrahydro-[1,1'-biphenyl] ClC=1C=C(C=C(C1)C=1CCCCC1)[N+](=O)[O-]